tert-butyl (S)-2-((tert-butoxycarbonyl)amino)-3-(2-cyanopyrimidin-5-yl)propanoate C(C)(C)(C)OC(=O)N[C@H](C(=O)OC(C)(C)C)CC=1C=NC(=NC1)C#N